C1(C(C(C(C(C1[2H])([2H])[2H])([2H])[2H])([2H])[2H])([2H])[2H])([2H])C1=C(C(=NN=N1)C1=C(C=CC=C1)C1=C(C=CC=2OC3=C(C21)C=CC=C3)C3=C(C=CC=C3)C3=CC=CC=C3)C3(C(C(C(C(C3[2H])([2H])[2H])([2H])[2H])([2H])[2H])([2H])[2H])[2H] [(diphenyl-d10)triazineyl][(biphenylyl)dibenzofuranyl]benzene